2-(Phenylmethylamino)-4-(tert-butoxycarbonylamino)-4-methylpentanoic acid C1(=CC=CC=C1)CNC(C(=O)O)CC(C)(C)NC(=O)OC(C)(C)C